3-(piperidin-4-yl)pentane-1,3,5-triol hydrochloride Cl.N1CCC(CC1)C(CCO)(CCO)O